O=C1NC(CCC1N1C(N(C2=C1C(=CC(=C2F)N2CCC(CC2)CN2CCC(CC2)CC2CCN(CC2)C(=O)OC(C)(C)C)F)C)=O)=O tert-butyl 4-[[1-[[1-[1-(2,6-dioxo-3-piperidyl)-4,7-difluoro-3-methyl-2-oxo-benzimidazol-5-yl]-4-piperidyl]methyl]-4-piperidyl]methyl]piperidine-1-carboxylate